3-(naphthalen-2-yl)-2-oxopropanoic acid C1=C(C=CC2=CC=CC=C12)CC(C(=O)O)=O